Methyl-d3 16-(2-chloro-6-(isopropylsulfonyl)-8-methyl-7H-purin-7-yl)hexadecanoate ClC1=NC(=C2N(C(=NC2=N1)C)CCCCCCCCCCCCCCCC(=O)OC([2H])([2H])[2H])S(=O)(=O)C(C)C